C1(CCC1)C(C([C@@H](C)NC(OC(C)(C)C)=O)CO)NS(=O)C(C)(C)C Tert-butyl ((2R)-4-cyclobutyl-4-(1,1-dimethylethylsulfinamido)-3-(hydroxymethyl)butan-2-yl)carbamate